4-chloroindoline-2,3-dione ClC1=C2C(C(NC2=CC=C1)=O)=O